ClC1=CC=C(OCCN2C3=C(NCCC2)C=CC=C3)C=C1 5-(2-(4-chlorophenoxy)ethyl)-2,3,4,5-tetrahydro-1H-benzo[b][1,4]diazepine